NC1=C(C#N)C(=CC(=N1)C=1C(=C2CN(C(C2=CC1)=O)C1C(NC(CC1)=O)=O)C)C 2-amino-6-(2-(2,6-dioxopiperidin-3-yl)-4-methyl-1-oxoisoindolin-5-yl)-4-methylnicotinonitrile